4-(6-(2-(3-methylbenzylidene)hydrazinyl)-9-phenyl-9H-purin-2-yl)morpholine CC=1C=C(C=NNC2=C3N=CN(C3=NC(=N2)N2CCOCC2)C2=CC=CC=C2)C=CC1